4-amino-2-butyl-1-{[1-(2-methoxyethyl)hexahydroPyridin-4-yl]methyl}thiophene trans-tert-butyl-3-formyl-4-methylpyrrolidine-1-carboxylate C(C)(C)(C)OC(=O)N1C[C@H]([C@@H](C1)C)C=O.NC=1C=C(S(C1)CC1CCN(CC1)CCOC)CCCC